C1(CCCCC1)NCC(C)C 3-Cyclohexylamino-2-methylpropan